CC1(NC(CC(C1)OC(OC1CC(NC(C1)(C)C)(C)C)=O)(C)C)C bis(2,2,6,6-tetramethyl-4-piperidinyl)-carbonate